(S)-1-benzyl-3-(3-bromophenyl)-N-(3-(3-bromophenyl)-1-(methylamino)-1-oxopropan-2-yl)-1H-pyrazole-5-carboxamide C(C1=CC=CC=C1)N1N=C(C=C1C(=O)N[C@H](C(=O)NC)CC1=CC(=CC=C1)Br)C1=CC(=CC=C1)Br